tert-butyl 4-(2-(1-(3-(2,6-dioxopiperidin-3-yl)-1-methyl-1H-indazol-6-yl)piperidin-4-yl)propan-2-yl)piperazine-1-carboxylate O=C1NC(CCC1C1=NN(C2=CC(=CC=C12)N1CCC(CC1)C(C)(C)N1CCN(CC1)C(=O)OC(C)(C)C)C)=O